C(C)(C)(C)OC(=O)N1[C@H]2CC(C[C@@H]1CC2)N2N=NC(=C2C)Br (1r,5s)-3-(4-bromo-5-methyl-triazol-1-yl)-8-azabicyclo[3.2.1]octane-8-carboxylic acid tert-butyl ester